C1(=CC=CC=C1)C=1C=C(C2=CC=CC=C2C1)N1[13C](=CC2=CC=CC=C12)C1=CC=C(C=C1)C(C)=O N-(3-phenylnaphthyl)-2-(4-acetylphenyl)-indole-13C